1-(4-chloro-3-(trifluoromethyl)phenyl)-3-(4-(3-hydroxy-5-methylphenyl)-5-(pyridin-4-yl)pyrimidin-2-yl)urea ClC1=C(C=C(C=C1)NC(=O)NC1=NC=C(C(=N1)C1=CC(=CC(=C1)C)O)C1=CC=NC=C1)C(F)(F)F